C1=C(C=CC=2C3=CC=CC=C3C3(C12)C1=CC=CC=C1C=1C=CC=CC13)B(O)O 9,9'-spirobifluoren-2-ylboronic acid